COC1=C(OCCCNC(OCC2=CC=CC=C2)=O)C=C(C=C1)[C@@H]1N(C(C1=C)=O)C1=CC(=C(C(=C1)OC)OC)OC (S)-benzyl (3-(2-methoxy-5-(3-methylene-4-oxo-1-(3,4,5-trimethoxyphenyl)azetidin-2-yl)phenoxy)propyl)carbamate